3-((3R,5R,8R,9R,10S,13S,14S,17S)-3-hydroxy-3,13-dimethyl-2,4,5,6,7,8,9,10,11,12,14,15,16,17-tetradecahydro-1H-cyclopenta[a]phenanthren-17-yl)oxetane-3-carbonitrile O[C@@]1(CC[C@@H]2[C@H]3CC[C@@]4([C@H](CC[C@H]4[C@@H]3CC[C@@H]2C1)C1(COC1)C#N)C)C